C12(CC(C1)C2)NC(O[C@@H]2[C@@H](C[C@@H](C2)C2=NN(C(=C2)NC2=NC=C(C=1N2C=CN1)N1CCNCC1)C(C)(C)C)F)=O (1S,2R,4R)-4-(1-(tert-butyl)-5-((8-(piperazin-1-yl)imidazo[1,2-c]pyrimidin-5-yl)amino)-1H-pyrazol-3-yl)-2-fluorocyclopentyl bicyclo[1.1.1]pentan-1-ylcarbamate